ClC=1C=C(C=CC1)N1CCN(CC1)C(CCC(CCN(C)C)=O)=O 1-[4-(3-chlorophenyl)piperazin-1-yl]-6-(dimethylamino)hexane-1,4-dione